2-methylpropan-2-yl (1S,2R,5R)-3-[5-bromo-2-chloro-8-fluoro-6-(trifluoromethyl)quinazolin-4-yl]-2-(prop-2-enyl)-3,8-diazabicyclo[3.2.1]octane-8-carboxylate BrC1=C2C(=NC(=NC2=C(C=C1C(F)(F)F)F)Cl)N1[C@@H]([C@@H]2CC[C@H](C1)N2C(=O)OC(C)(C)C)CC=C